methyl 5-nitro-6-[[(2S)-oxetan-2-yl]methylamino]pyridine-2-carboxylate [N+](=O)([O-])C=1C=CC(=NC1NC[C@H]1OCC1)C(=O)OC